(1R,2S,3R)-2-methyl-3-(pyrimidin-4-yl)cyclopropane-1-carboxylic acid tert-butyl ester C(C)(C)(C)OC(=O)[C@@H]1[C@H]([C@H]1C1=NC=NC=C1)C